tert-butyl (3S)-3-[(8-carbamoyl-6-[4-[1-(morpholin-4-yl)cyclopropyl]phenyl]pyrido[3,2-d]pyrimidin-4-yl)amino]piperidine-1-carboxylate C(N)(=O)C1=CC(=NC2=C1N=CN=C2N[C@@H]2CN(CCC2)C(=O)OC(C)(C)C)C2=CC=C(C=C2)C2(CC2)N2CCOCC2